ClC=1C(=CC(=NC1)NC(C)C)C=1SC=2C(N(C=CC2N1)CC1=C(C=C(C(=C1)F)F)CO)=O 2-(5-chloro-2-(isopropylamino)pyridin-4-yl)-5-(4,5-difluoro-2-(hydroxymethyl)benzyl)thiazolo[5,4-c]pyridine-4(5H)-one